CN(C[C@@H](C)OC1=C2C(=NC=NC2=CC(=C1)C=1C(=NN(C1)C)OC)NC=1C(=C2C=CC=NC2=CC1)F)C (R)-5-((1-(dimethylamino)propan-2-yl)oxy)-N-(5-fluoroquinolin-6-yl)-7-(3-methoxy-1-methyl-1H-pyrazol-4-yl)quinazolin-4-amine